CN1C(=C(C2C1N=CN=C2)/C=C/C(=O)N2CCOCC2)C2=CC=CC=C2 (E)-3-(7-methyl-6-phenyl-4a,7a-dihydro-7H-pyrrolo[2,3-d]pyrimidin-5-yl)-1-morpholinoprop-2-en-1-one